(R)-5-(Imidazo[1,2-a]pyridin-6-yl)-4-methoxy-N-(1-methoxypropan-2-yl)-7H-pyrrolo[2,3-d]pyrimidin-2-amine N=1C=CN2C1C=CC(=C2)C2=CNC=1N=C(N=C(C12)OC)N[C@@H](COC)C